diphenyl-[4,4'-bipyridine] C1(=CC=CC=C1)C=1C(=NC=CC1C1=CC=NC=C1)C1=CC=CC=C1